(S)-N-(2-(4-(1-acetyl-2-methyl-1,2,3,4-tetrahydroquinolin-6-yl)benzamido)ethyl)-6-bromo-3-methyl-8-morpholinoimidazo[1,2-a]pyrazine-2-carboxamide C(C)(=O)N1[C@H](CCC2=CC(=CC=C12)C1=CC=C(C(=O)NCCNC(=O)C=2N=C3N(C=C(N=C3N3CCOCC3)Br)C2C)C=C1)C